(2S)-2-(3-bromophenoxy)propan-1-ol BrC=1C=C(O[C@H](CO)C)C=CC1